2-methyl-N-{2-oxo-2-[(2-oxospiro[indoline-3,4'-tetrahydropyran]-6-yl)amino]-1-(spiro-[3.3]heptane-2-yl)ethyl}pyrazole-3-carboxamide CN1N=CC=C1C(=O)NC(C(NC1=CC=C2C(=C1)NC(C21CCOCC1)=O)=O)C1CC2(C1)CCC2